C1(CCCCC1)NC1=C(C(=O)N)C=CC(=C1)N1C=CC2=C1N=CN=C2NC2=CC=CC=C2 2-(cyclohexylamino)-4-(4-(phenylamino)-7H-pyrrolo[2,3-d]pyrimidin-7-yl)benzamide